N1(N=CN=C1)C[C@@]1(C[C@H](CO1)N(CC1=CC2=C(OCO2)C=C1)C)C1=C(C=C(C=C1)F)F (3R,5R)-(5-((1H-1,2,4-triazol-1-yl)methyl)-5-(2,4-difluorophenyl)tetrahydrofuran-3-yl)-N-(benzo[d][1,3]dioxolan-5-ylmethyl)methylamine